(S)-N-(6-(2-(tert-butylamino)-2-oxoethyl)-6-azaspiro[2.5]oct-1-yl)-3-fluoro-5-(trifluoromethyl)benzamide C(C)(C)(C)NC(CN1CCC2(C[C@@H]2NC(C2=CC(=CC(=C2)C(F)(F)F)F)=O)CC1)=O